BrC=1C(=C(C=CC1)C1=CC2=C(N=C(N=C2)NCCC2CCN(CC2)C(=O)OC(C)(C)C)N(C1=O)C)C#N tert-Butyl 4-[2-[[6-(3-bromo-2-cyanophenyl)-8-methyl-7-oxopyrido[2,3-d]pyrimidin-2-yl]amino]ethyl]piperidine-1-carboxylate